4,4'-methylene isocyanate C(N=C=O)N=C=O